CCC(C)O 3-butanol